C(#N)C1=CC=C(CNC(=O)[C@H]2N(C[C@@H](C2)O)C([C@H](C(C)(SC(C2=CC=CC=C2)(C2=CC=CC=C2)C2=CC=CC=C2)C)NC(=O)C2(CC2)F)=O)C=C1 (2S,4R)-N-(4-cyanobenzyl)-1-((R)-2-(1-fluorocyclopropane-1-carboxamido)-3-methyl-3-(tritylthio)butanoyl)-4-hydroxypyrrolidine-2-carboxamide